CC(CCCC(=O)O)CC.C(C)(=O)OC(CCCC)C methylpentyl acetate (3-METHYLPENTYL ACETATE)